2,2-dimethyl-4-(2-(pyridin-4-yl)-1,7-naphthyridin-4-yl)morpholine CC1(CN(CCO1)C1=CC(=NC2=CN=CC=C12)C1=CC=NC=C1)C